C(=O)C1=C(C(=NN(C1=O)CC(=O)OCC)C(C)C)OCC(C)C ethyl 2-(5-formyl-4-isobutoxy-3-isopropyl-6-oxopyridazin-1(6H)-yl)acetate